CS(=O)(=O)N1CCC(CC1)C1[C@H](N(CC1)C(=O)OC(C)(C)C)C1=C(C(=CC=C1)OC([2H])([2H])[2H])C tert-Butyl (2S)-3-(1-methylsulfonyl-4-piperidyl)-2-[2-methyl-3-(trideuteriomethoxy)phenyl]pyrrolidine-1-carboxylate